CN1C(=NN=C1)C1CN(C1)C(=O)OCC1=CC=CC=C1 benzyl 3-(4-methyl-4H-1,2,4-triazol-3-yl)azetidine-1-carboxylate